2,2'-bis[di(3,5-xylyl)phosphino]-1,1'-binaphthyl C1(=CC(=CC(=C1)C)C)P(C1=C(C2=CC=CC=C2C=C1)C1=C(C=CC2=CC=CC=C12)P(C1=CC(=CC(=C1)C)C)C1=CC(=CC(=C1)C)C)C1=CC(=CC(=C1)C)C